[O-]S(=O)(=O)C(F)(F)F.C(CCC)N1C=[N+](C=C1)CCCCS(=O)(=O)O 4-(3-Butyl-1-imidazolio)-1-butanesulfonic acid triflate